3-(2-chloro-5-fluoropyrimidin-4-yl)-6,6-dimethyl-7,8-dihydro-6H-pyrrolo[1',2':1,2]imidazo[4,5-b]pyridine ClC1=NC=C(C(=N1)C=1C=C2C(=NC1)N=C1N2C(CC1)(C)C)F